trans-[4-[(8-fluoro-2-methyl-[1,2,4]triazolo[1,5-a]pyridin-6-yl)methyl]cyclohexyl]-[(3S)-3-pyrazin-2-yl-1,2-oxazolidin-2-yl]methanone FC=1C=2N(C=C(C1)C[C@@H]1CC[C@H](CC1)C(=O)N1OCC[C@H]1C1=NC=CN=C1)N=C(N2)C